tert-butyl (exo)-7-{[8-(6-methoxypyridazin-4-yl)-6H-isochromeno[3,4-b]pyridin-3-yl]oxy}-3-oxa-9-azabicyclo[3.3.1]nonane-9-carboxylate COC1=CC(=CN=N1)C=1C=CC2=C(C1)COC1=NC(=CC=C12)OC1CC2COCC(C1)N2C(=O)OC(C)(C)C